C1([C@H](O)[C@@H](O)[C@@H](O)[C@H](O1)CO)C(=O)[C@H](O)[C@@H](O)[C@H](O)[C@H](O)CO D-Galactopyranosyl-D-glucose